O1CCN(CC1)CCOC1=CC=C(C=C1)CC(=O)N1CC2=CC(=CC=C2CC1)C(=O)O 2-[2-[4-(2-morpholinoethoxy)phenyl]acetyl]-3,4-dihydro-1H-isoquinoline-7-carboxylic acid